C(C1CO1)OCCC[Si](OCCCC)(OCCCC)CCCOCC1CO1 Bis(gamma-glycidoxypropyl)dibutoxysilane